NC1=NC=NN2C1=C(C=C2C=2C=C(C(=NC2)C)C(=O)N2CC(CCC2)(O)CC2=CC=C(C=C2)F)C(F)(F)F (5-(4-Amino-5-(trifluoromethyl)pyrrolo[2,1-f][1,2,4]triazin-7-yl)-2-methylpyridin-3-yl)(3-(4-fluorobenzyl)-3-hydroxypiperidin-1-yl)methanon